6-CHLORO-3,4-DIHYDRO-2H-CHROMENE ClC=1C=C2CCCOC2=CC1